3-(trans-4-(2-(2-(2,3-dichlorophenyl)-2,6-diazaspiro[3.4]octane-6-yl)ethyl)cyclohexyl)-1,1-dimethylurea ClC1=C(C=CC=C1Cl)N1CC2(C1)CN(CC2)CC[C@@H]2CC[C@H](CC2)NC(N(C)C)=O